Cl.COC1=CC=C(C=C1)[C@H](C)N[C@H](C(=O)N)C1=CSC=C1 (S)-2-(((S)-1-(4-methoxyphenyl)ethyl)amino)-2-(thien-3-yl)acetamide hydrochloride